N-(4-bromo-3-methylphenyl)-3-fluorobenzenesulfonamide BrC1=C(C=C(C=C1)NS(=O)(=O)C1=CC(=CC=C1)F)C